OC1=C2C(=CC(OC2=CC(=C1)O)=O)C 5,7-dihydroxy-4-methyl-coumarin